3-[2-(5-cyclopropyl-3-oxo-4-propyl-2H-1,4-benzoxazin-8-yl)-1,2,3,4-tetrahydroisoquinolin-5-yl]-3-(7-methoxy-1-methyl-1H-benzo[d][1,2,3]triazol-5-yl)propionic acid ethyl ester C(C)OC(CC(C1=CC2=C(N(N=N2)C)C(=C1)OC)C1=C2CCN(CC2=CC=C1)C1=CC=C(C=2N(C(COC21)=O)CCC)C2CC2)=O